C(=O)C1=NC=C(C(=O)NO)C=C1 6-formyl-N-hydroxynicotinamide